3-methyl-2-(6-(pyrimidin-5-ylamino)pyridazin-3-yl)-5-(trifluoromethyl)phenol CC=1C(=C(C=C(C1)C(F)(F)F)O)C=1N=NC(=CC1)NC=1C=NC=NC1